C(C1=CC=CC=C1)(=O)C1=CC=C(C(=O)NCC(=O)N2[C@@H](C[C@@](C2)(COC)F)C(=O)OCC2=CC=CC=C2)C=C1 benzyl (2S,4R)-1-((4-benzoylbenzoyl)glycyl)-4-fluoro-4-(methoxymethyl)pyrrolidine-2-carboxylate